N-(2-Amino-5-methoxyphenyl)-N-methylcyclopropanesulfonamide NC1=C(C=C(C=C1)OC)N(S(=O)(=O)C1CC1)C